tert-butyl ((S)-3-oxo-1-((S)-2-oxopiperidin-3-yl)-4-(trifluoromethoxy)butan-2-yl)carbamate O=C([C@H](C[C@H]1C(NCCC1)=O)NC(OC(C)(C)C)=O)COC(F)(F)F